C(C1=CC=CC=C1)N1[C@@H]2[C@H](OCC1)CN(CC2)C(=O)OC(C)(C)C (cis)-tert-butyl 1-benzylhexahydro-1H-pyrido[3,4-b][1,4]oxazine-6(7H)-carboxylate